BrC1=NC=C(C(=C1)C1=C(C=NC(=C1)C)C(=O)NC=1SC(=NN1)O[C@H]1C[C@@H](CCC1)O)OC 2'-bromo-N-(5-(((1R,3R)-3-hydroxycyclohexyl)oxy)-1,3,4-thiadiazol-2-yl)-5'-methoxy-6-methyl-[4,4'-bipyridine]-3-carboxamide